ClC1=C(C(=O)NC2=C3C=NN(C3=CC=C2)C=2N=NC(=CC2)C)C=C(C=C1)CNC(C(CO)(C)C)=O 2-Chloro-5-{[(3-hydroxy-2,2-dimethylpropionyl)amino]methyl}-N-[1-(6-methylpyridazin-3-yl)-1H-indazol-4-yl]benzamide